C(CCCCCCCCC)C(CCCCCCCCCCCCC)(CCCCCCCCCC)O Bis-Decyltetradecyl Alcohol